O1CC(C1)CNC=1N=CC2=C(N1)NC(C=C2)=O ((oxetan-3-ylmethyl)amino)pyrido[2,3-d]pyrimidin-7(8H)-one